C(C=C)N(S(=O)(=O)C1=CC=C(C=C1)Br)CC#C N-allyl-4-bromo-N-propargyl-benzenesulfonamide